helium helium Methyl 2-((3-(6-((4-cyano-2-fluorobenzyl) oxy) pyridin-2-yl)-3,8-diazabicyclo[3.2.1]octan-8-yl) methyl)-1-(((S)-oxetan-2-yl) methyl)-1H-benzo[d]imidazole-6-carboxylate C(#N)C1=CC(=C(COC2=CC=CC(=N2)N2CC3CCC(C2)N3CC3=NC2=C(N3C[C@H]3OCC3)C=C(C=C2)C(=O)OC)C=C1)F.[He].[He]